NC=1C=C(C=CC1OC)C1=CC2=C(C=N1)NC(N2C2=CC(=C(C(=C2)OC)OC)OC)=O 6-(3-amino-4-methoxyphenyl)-1-(3,4,5-trimethoxyphenyl)-1,3-dihydro-2H-imidazo[4,5-c]pyridin-2-one